C1(CCCCC1)NC1=NC=CC(=N1)O[C@@H]1CN(CC1)CC(=O)NC=1C=CC=C2C(=CNC12)C1=NC(=NC=C1C)NC1=NN(C(=C1)C)C (S)-2-(3-((2-(cyclohexylamino)pyrimidin-4-yl)oxy)pyrrolidin-1-yl)-N-(3-(2-((1,5-dimethyl-1H-pyrazol-3-yl)amino)-5-methylpyrimidin-4-yl)-1H-indol-7-yl)acetamide